CN1C(=NC2=C1C=C(C=C2)[N+](=O)[O-])N2CCOCC2 4-(1-methyl-6-nitro-1H-benzo[d]imidazol-2-yl)morpholine